2-methyl-6-phenyl-4H-pyran CC=1OC(=CCC1)C1=CC=CC=C1